C(C)(=O)C1=NN(C2=C(C=C(C=C12)C=1C=NC(=NC1)C)C)CC(=O)N1[C@@H]2C[C@@]2(C[C@H]1C(=O)NCCC(C)(C)C)C (1R,3S,5R)-2-(2-(3-acetyl-7-methyl-5-(2-methylpyrimidin-5-yl)-1H-indazol-1-yl)acetyl)-N-(3,3-dimethylbutyl)-5-methyl-2-azabicyclo[3.1.0]hexane-3-carboxamide